Cbz-D-lysine C(=O)(OCC1=CC=CC=C1)N[C@H](CCCCN)C(=O)O